(methyl-bromomethyl)-2-furan-carboxylic acid CC(Br)C1=C(OC=C1)C(=O)O